ClC1=CC=C(C=C1)NC1=NN2C(=NC=CC2=N1)C1=CC(=C(C(=C1)OC)OC)OC N-(4-chlorophenyl)-5-(3,4,5-trimethoxyphenyl)-[1,2,4]triazolo[1,5-c]pyrimidin-2-amine